FC=1C=C(C=CC1)CC(=O)NCC1=CC(=NC=C1)OCC(C(F)(F)F)(F)F 2-(3-Fluorophenyl)-N-((2-(2,2,3,3,3-pentafluoropropoxy)pyridin-4-yl)methyl)acetamide